benzyl 4-(4-{[(4R)-1-(tert-butoxycarbonyl)-3,3-difluoropiperidin-4-yl]methyl}piperazin-1-yl)-2,3-dihydroindole-1-carboxylate C(C)(C)(C)OC(=O)N1CC([C@H](CC1)CN1CCN(CC1)C1=C2CCN(C2=CC=C1)C(=O)OCC1=CC=CC=C1)(F)F